OC([C@@H](C(=O)OCC1=CC(=C(C=C1)F)F)NC(=O)C=1C=CC2=C(B(OC2)O)C1C)(C)C 3,4-difluorobenzyl (S)-3-hydroxy-2-(1-hydroxy-7-methyl-1,3-dihydrobenzo[c][1,2]oxaborole-6-carboxamido)-3-methylbutanoate